3-{3-[4-(aminomethyl)phenyl]-5-[2-(morpholine-4-carbonyl)cyclopropyl]imidazo[4,5-b]pyridin-2-yl}pyridin-2-amine NCC1=CC=C(C=C1)N1C(=NC=2C1=NC(=CC2)C2C(C2)C(=O)N2CCOCC2)C=2C(=NC=CC2)N